C(#N)[C@H](C[C@H]1C(NCC1)=O)NC(=O)[C@@H]1C[Si](CN1C(=O)C=1NC2=C(C=CC=C2C1)F)(C)C (R)-N-((S)-1-cyano-2-((S)-2-oxopyrrolidin-3-yl)ethyl)-1-(7-fluoro-1H-indole-2-carbonyl)-3,3-dimethyl-1,3-azasilolidine-5-carboxamide